C1(CC1)N1N=CN=N1 2-cyclopropyl-2H-tetrazol